NC=1C=C(CNC(=O)C2=NN(C3=C2CN(CC3C)C(=O)C=3NC=CC3)CC3=CC=C(C=C3)F)C=CC1 N-(3-aminobenzyl)-1-(4-fluorobenzyl)-7-methyl-5-(1H-pyrrole-2-carbonyl)-4,5,6,7-tetrahydro-1H-pyrazolo[4,3-c]Pyridine-3-carboxamide